C(C=C)(=O)N1CC(CC1)C=1N=C(N2C(=NC=CC21)N)C2=C(C=C(C(=O)NC1=NC=CC(=C1)C#N)C=C2)Cl 4-(1-(1-acryloylpyrrolidin-3-yl)-5-aminoimidazo[1,5-c]pyrimidin-3-yl)-3-chloro-N-(4-cyanopyridin-2-yl)benzamide